ClC=1C=CC2=C(CC(CC=3N2C(=NN3)[C@@H]3CC[C@H](CC3)OC3=NC=CC=C3)NC3COC3)C1 8-chloro-N-(oxetan-3-yl)-1-[trans-4-(pyridin-2-yloxy)cyclohexyl]-5,6-dihydro-4H-[1,2,4]triazolo[4,3-a][1]benzazepin-5-amine